N-[(3S,4S)-3-methyl-1-(tetrahydro-2H-pyran-4-yl)-4-piperidyl]-6-{3-[5-(N-methylcarbamoyl)-2-anisidino]-1-propynyl}-1-(2,2,2-trifluoroethyl)-1H-1,3-benzimidazole-4-carboxamide C[C@H]1CN(CC[C@@H]1NC(=O)C1=CC(=CC=2N(C=NC21)CC(F)(F)F)C#CCNC=2C(OC)=CC(=CC2)C(NC)=O)C2CCOCC2